(2R,3R,11bR)-3-(tert-butoxy)-9-(((1R,2S)-2-fluorocyclopropyl)methoxy)-10-methoxy-1,3,4,6,7,11b-hexahydro-2H-pyrido[2,1-a]isoquinolin-2-ol C(C)(C)(C)O[C@H]1[C@@H](C[C@H]2N(CCC3=CC(=C(C=C23)OC)OC[C@@H]2[C@H](C2)F)C1)O